C1(=CC=CC2=CC=CC=C12)C1=CC2=C(C3=CC=CC=C3C(=C2C=C1)C1=CC=CC=C1)C1=CC=CC2=CC=CC=C12 2,9-bis(1-naphthyl)-10-phenylanthracene